N-(6-chloropyridin-3-yl)-6-(4-(trifluoromethyl)phenyl)pyrazine-2-carboxamide ClC1=CC=C(C=N1)NC(=O)C1=NC(=CN=C1)C1=CC=C(C=C1)C(F)(F)F